N1(CCCCC1)C1CCN(CC1)C1CCN(CC1)C1=C(C=NC2=CC=C(C=C12)S(=O)C)S(=O)(=O)C1=C(C(=C(C=C1)OCCCCCCCCCCCC)F)F 4-([1,4':1',4''-terpiperidin]-1''-yl)-3-((4-(dodecyloxy)-2,3-difluorophenyl)sulfonyl)-6-(methylsulfinyl)quinoline